Br.Br.FC1=C(C=CC(=C1)F)N\C(=N/[H])\SCC1=C(C=CC=C1)CSC(NC1=C(C=C(C=C1)F)F)=N 1,2-Phenylenebis(methylene) (E,E)-bis(N-(2,4-difluorophenyl)carbamimidothioate) dihydrobromide